NC=1C2=C(N=CN1)N(C=C2C2CCCC2)[C@@H]2O[C@@H]([C@H]([C@H]2O)O)CSCC=2C(=NOC2C2=CC=CC=C2)C (2R,3R,4S,5S)-2-(4-Amino-5-cyclopentyl-7H-pyrrolo[2,3-d]pyrimidin-7-yl)-5-((((3-methyl-5-phenyl-isoxazol-4-yl)methyl)thio)methyl)tetrahydrofuran-3,4-diol